2-(3-methoxyphenyl)-N-(6-oxo-1-(2-oxo-2-(((1-(phenylsulfonyl)-1H-pyrrolo[3,2-c]pyridine-2-yl)methyl)amino)ethyl)-2-phenyl-1,6-dihydropyrimidin-5-yl)oxazole-4-carboxamide COC=1C=C(C=CC1)C=1OC=C(N1)C(=O)NC1=CN=C(N(C1=O)CC(NCC1=CC=2C=NC=CC2N1S(=O)(=O)C1=CC=CC=C1)=O)C1=CC=CC=C1